C(C=C)OC(=O)N1CC=2C=C(C=NC2CC1)Br 3-bromo-7,8-dihydro-1,6-naphthyridine-6(5H)-carboxylic acid allyl ester